COC([C@H](CC1=CC=C(C=C1)N1C(N(C2=C1C(=CC=C2)F)C2CC2)=O)NC(C2=C(C=CC=C2F)Cl)=O)=O (S)-2-(2-chloro-6-fluorobenzamido)-3-(4-(3-cyclopropyl-7-fluoro-2-oxo-2,3-dihydro-1H-benzo[d]imidazol-1-yl)phenyl)propanoic acid methyl ester